C(C)(C)C1=C2C(=C(N=N1)N1CCCC1)C=NC=C2 1-isopropyl-4-(pyrrolidin-1-yl)pyrido[3,4-d]pyridazin